8-(3-fluorobenzyl)imidazo[1,2-a]pyrazine-6-carbonitrile FC=1C=C(CC=2C=3N(C=C(N2)C#N)C=CN3)C=CC1